[N+](=O)([O-])C1=CC=C(OC2=C(C=C(C=C2)OC2=CC=C(C=C2)[N+](=O)[O-])C=2C=C3CCC3=CC2)C=C1 3-[2,5-bis-(4-nitrophenoxy)-phenyl]-bicyclo[4.2.0]-oct-1,3,5-triene